[Te+2].C(CCCCCCCCCC)(=O)[O-].C(CCCCCCCCCC)(=O)[O-] bisundecanoate tellurium